O=C1OI(C2=C1C=CC=C2)CC(=O)O.C(C)(=O)O acetate ((3-oxo-1λ{3},2-benziodoxol-1-yl) acetate)